CN(C[C@H](C(F)(F)F)OC=1C=C(C#N)C=CN1)C |r| (+-)-2-((3-(dimethylamino)-1,1,1-trifluoropropan-2-yl)oxy)isonicotinonitrile